C(C)(C)NC1=C2C(=NC=C1C(=O)NCCC1=CC=NC=C1)SC(=C2)C2=CNC(C=C2)=O 4-(isopropylamino)-2-(6-oxo-1,6-dihydropyridin-3-yl)-N-(2-(pyridin-4-yl)ethyl)thieno[2,3-b]pyridine-5-carboxamide